[O-]CC.[O-]CC.C[Al+2] methyl-aluminum diethoxide